CC1=NOC(=C1N1C(N(C2=NC(=NC=C2C1)NC1=C(C=C(C=C1)C1CCN(CC1)C)OC)C1=NC=C(C=C1)OC)=O)C 3-(3,5-dimethylisoxazol-4-yl)-7-((2-methoxy-4-(1-methylpiperidin-4-yl)phenyl)amino)-1-(5-methoxypyridin-2-yl)-3,4-dihydropyrimido[4,5-d]pyrimidin-2(1H)-one